4-(9-methyl-8-(pyridin-4-yl)-2-(3-(pyrimidin-5-yl)-1H-pyrazol-1-yl)-9H-purin-6-yl)morpholine CN1C2=NC(=NC(=C2N=C1C1=CC=NC=C1)N1CCOCC1)N1N=C(C=C1)C=1C=NC=NC1